N-[3-(3,5-dimethylisoxazol-4-yl)-4-[[(2R)-2-piperidyl]methoxy]phenyl]-N-methyl-cyclopropanecarboxamide CC1=NOC(=C1C=1C=C(C=CC1OC[C@@H]1NCCCC1)N(C(=O)C1CC1)C)C